2-(3,4'-difluoro-[1,1'-biphenyl]-4-yl)-N-(1,1-dioxido-2,3-dihydrothiophen-3-yl)-N-((4-(2-hydroxypropan-2-yl)thiazol-2-yl)methyl)acetamide FC=1C=C(C=CC1CC(=O)N(CC=1SC=C(N1)C(C)(C)O)C1CS(C=C1)(=O)=O)C1=CC=C(C=C1)F